COC1=CC=C2C(=N1)C(C1(C2)CCCCC1)=O (1R)-2'-methoxy-7'-oxo-5',7'-dihydrospiro[cyclohexane-1,6'-cyclopenta[b]pyridin]